N-butyldecane-1,10-diamine C(CCC)NCCCCCCCCCCN